racemic-tertbutyl 5-(2-bromo-6-chloropyridin-4-yl)-4,7-diazaspiro[2.5]octane-7-carboxylate BrC1=NC(=CC(=C1)[C@H]1NC2(CC2)CN(C1)C(=O)OC(C)(C)C)Cl |r|